O=C1NC(CCC1NC=1C=CC(=NC1)N1CCC(CC1)N1CC(C1)C(=O)OCCCC)=O butyl 1-(1-{5-[(2,6-dioxopiperidin-3-yl)amino]pyridin-2-yl}piperidin-4-yl)azetidine-3-carboxylate